tert-butyl (S)-2-((4-methyl-3-((1-(7-(((trifluoromethyl) sulfonyl)oxy)quinolin-5-yl)cyclopropyl)carbamoyl)phenoxy)methyl)azetidine-1-carboxylate CC1=C(C=C(OC[C@H]2N(CC2)C(=O)OC(C)(C)C)C=C1)C(NC1(CC1)C1=C2C=CC=NC2=CC(=C1)OS(=O)(=O)C(F)(F)F)=O